(S)-2-amino-3-(3-(((((4aR,10aR)-7-hydroxy-1-propyl-1,2,3,4,4a,5,10,10a-octahydrobenzo[g]quinolin-6-yl)oxy)carbonyl)amino)phenyl)propanoic acid N[C@H](C(=O)O)CC1=CC(=CC=C1)NC(=O)OC1=C(C=CC2=C1C[C@H]1CCCN([C@@H]1C2)CCC)O